5-methyl-1-[3-(trimethoxysilyl)propyl]-1H-tetrazole CC1=NN=NN1CCC[Si](OC)(OC)OC